tert-butyl (2S,4R)-4-[tert-butyl(dimethyl)silyl]oxy-2-(1H-pyrazol-5-yl)pyrrolidine-1-carboxylate [Si](C)(C)(C(C)(C)C)O[C@@H]1C[C@H](N(C1)C(=O)OC(C)(C)C)C1=CC=NN1